C(CC(C)CCC=C(C)C)OCC=O citronellyloxy-acetaldehyde